C(C)OC(C(CC(=O)O)OC(C=C)=O)=O acryloxysuccinic acid ethyl ester